N-(1-(3,5-difluorobenzyl)-2-methyl-1H-imidazol-4-yl)-2-(4,4-difluoropiperidin-1-yl)propanamide FC=1C=C(CN2C(=NC(=C2)NC(C(C)N2CCC(CC2)(F)F)=O)C)C=C(C1)F